(diphenylamino)phenyl-acenaphthylene-1,2-dione C1(=CC=CC=C1)N(C1=CC=CC=C1)C=1C(=C2C(C(C=3C=CC=C(C1)C32)=O)=O)C3=CC=CC=C3